C(CCCCC(C)C)OC(C=C)=O.C(C=C)(=O)OCCCC butyl acrylate isooctyl-acrylate